C(CC)C(C(=O)O)CCCC 2-propyl-hexanoic acid